C1(CCC1)C1=CC=C(C=C1)NC=1C2=C(N=C(N1)N1C[C@H](OCC1)C)C(N(C2)CCCN(C)C)=O 4-[(4-cyclobutylphenyl)amino]-6-[3-(dimethylamino)propyl]-2-[(2R)-2-methylmorpholin-4-yl]-5,6-dihydro-7H-pyrrolo[3,4-d]pyrimidin-7-one